4-(6-amino-2-chloro-9H-purin-9-yl)-N-(5,6-difluoro-1,3-benzothiazol-2-yl)cyclohexanecarboxamide NC1=C2N=CN(C2=NC(=N1)Cl)C1CCC(CC1)C(=O)NC=1SC2=C(N1)C=C(C(=C2)F)F